C(C)OC(C(C)C1=CC=C(C=C1)O)=O 4-hydroxy-phenylpropionic acid ethyl ester